NC1=C(C=C(C=N1)C1=CC=C(C=C1)C(=O)N1C[C@H](N[C@H](C1)C)C)OC1CCCCC2=C1C=C(C=C2)F {4-[6-amino-5-(3-fluoro-6,7,8,9-tetrahydro-5H-benzocyclohepten-5-yloxy)-pyridin-3-yl]-phenyl}-((3r,5s)-3,5-dimethyl-piperazin-1-yl)-methanone